2-isopropylpyrimidin-4-amine C(C)(C)C1=NC=CC(=N1)N